acrylic acid-sulfopropyl ester S(=O)(=O)(O)CCCOC(C=C)=O